1-(4-Fluoro-2-methylphenyl)-3-(4-methyl-5-(2-(methylamino)-pyrimidin-4-yl)thiazol-2-yl)urea FC1=CC(=C(C=C1)NC(=O)NC=1SC(=C(N1)C)C1=NC(=NC=C1)NC)C